C(C)N(S(=O)(=O)C1=CC=C(C=C1)S(=O)(=O)N1C[C@@H](CCC1)C(=O)N1CC2C(C1)CN(C2)C(=O)OC(C)(C)C)CC tert-Butyl 5-((R)-1-((4-(N,N-diethylsulfamoyl)phenyl)sulfonyl)piperidine-3-carbonyl)hexahydropyrrolo[3,4-c]pyrrole-2(1H)-carboxylate